4-(((2R)-4-(2-azabicyclo[2.2.1]heptan-2-yl)-1-(phenylthio)butan-2-yl)amino)-3-((trifluoromethyl)sulfonyl)benzenesulfonamide C12N(CC(CC1)C2)CC[C@H](CSC2=CC=CC=C2)NC2=C(C=C(C=C2)S(=O)(=O)N)S(=O)(=O)C(F)(F)F